C1(CC1)C1=C(C(=NO1)C1=C(C=CC=C1Cl)Cl)COC1C[C@H]2CC[C@@H](C1)N2C2=CC=C(C=C2)C2=NN(C(=C2)C(=O)O)C 3-(4-((1R,3r,5S)-3-((5-cyclopropyl-3-(2,6-dichlorophenyl)isoxazol-4-yl)methoxy)-8-azabicyclo[3.2.1]octan-8-yl)phenyl)-1-methyl-1H-pyrazole-5-carboxylic acid